(S)-N-(2-cyclopropyl-4-iodo-5-methylphenyl)-N-(3-methyl-5-(oxetan-2-ylmethoxy)pyridin-2-yl)but-2-ynamide C1(CC1)C1=C(C=C(C(=C1)I)C)N(C(C#CC)=O)C1=NC=C(C=C1C)OC[C@H]1OCC1